4-[3-chloro-4-(cyclopropylcarbamoylamino)phenoxy]-7-methoxyquinoline-6-carboxamide ClC=1C=C(OC2=CC=NC3=CC(=C(C=C23)C(=O)N)OC)C=CC1NC(NC1CC1)=O